dithieno[3,2-b:2',3'-D]thiophene S1C=CC2=C1C1=C(S2)C=CS1